tert-Butyl 2-(6-(benzyloxy)-5-(trifluoromethyl)pyridin-3-yl)acetate C(C1=CC=CC=C1)OC1=C(C=C(C=N1)CC(=O)OC(C)(C)C)C(F)(F)F